CC1N(C(CN(C1)C1=CN2C(=NC(=CC2=O)OS(=O)(=O)C2=CC=C(C=C2)C)S1)C)C(=O)OC(C)(C)C tert-butyl 2,6-dimethyl-4-[5-oxo-7-(p-tolylsulfonyloxy)thiazolo[3,2-a]pyrimidin-2-yl]piperazine-1-carboxylate